BrC=1C(=NC(=C(C1)N1CCCCC1)C)NC1=C(C(=CC=C1C)OC)C 3-Bromo-N-(3-methoxy-2,6-dimethylphenyl)-6-methyl-5-(piperidin-1-yl)pyridin-2-amine